(4-bromophenyl)-boric acid BrC1=CC=C(C=C1)OB(O)O